Sodium aminoethylsulfonate NCCS(=O)(=O)[O-].[Na+]